CC1(C2CC3CC(CC1C3)C2)OC(=O)C(C)OC(=O)C2C3C=CC(C2)C3 5-(1-(2-methyl-2-adamantyloxycarbonyl)ethoxycarbonyl)-bicyclo[2.2.1]Hept-2-ene